N1(CCCC2=CC=CC=C12)S(=O)(=O)C=1C=C(C(=O)NC=2N=NC=CC2)C=CC1 3-((3,4-dihydroquinolin-1(2H)-yl)sulfonyl)-N-(pyridazin-3-yl)benzamide